borepin B1C=CC=CC=C1